(R)-5-[1,2]Dithiolan-3-yl-pentanoic acid ethoxy-amide C(C)ONC(CCCC[C@H]1SSCC1)=O